4-benzyl-3-butyl-1-(2-oxo-2-(pyrrolidin-1-yl)ethyl)-1H-1,2,4-triazol-5(4H)-one C(C1=CC=CC=C1)N1C(=NN(C1=O)CC(N1CCCC1)=O)CCCC